(3-((6-fluoroquinolin-4-yl)amino)phenyl)(6-(pyridin-4-ylamino)indolin-1-yl)methanone FC=1C=C2C(=CC=NC2=CC1)NC=1C=C(C=CC1)C(=O)N1CCC2=CC=C(C=C12)NC1=CC=NC=C1